ClC1=C(C=CC(=C1)OC1=NC=NC2=CC(=C(C=C12)OC)O)NC(=O)NC1=CC(=CC=C1)C(F)(F)F 1-(2-chloro-4-((7-hydroxy-6-methoxyquinazolin-4-yl)oxy)phenyl)-3-(3-(trifluoromethyl)phenyl)urea